C(C=C)(=O)N1C[C@@H](N(C[C@H]1C)C1=NC(N2C3=C(C(=C(C=C13)Cl)C1=C(C=C(C=C1)F)F)OC[C@H]2CN(CC(F)(F)F)C)=O)C (3R)-7-((2S,5R)-4-acryloyl-2,5-dimethylpiperazin-1-yl)-9-chloro-10-(2,4-difluorophenyl)-3-((methyl(2,2,2-trifluoroethyl)amino)methyl)-2H-[1,4]oxazino[2,3,4-ij]quinazolin-5(3H)-one